2-phospholen-1-oxide P1(C=CCC1)=O